5-(4-fluorophenyl)-6-isopropyl-7-oxo-1-tetrahydropyran-2-yl-pyrazolo[4,3-g]Isoquinolin-7-ium FC1=CC=C(C=C1)C1=C([N+](C=C2C=C3C(C=C12)=CNN3C3OCCCC3)=O)C(C)C